tert-butyl 2-(2-bromo-3-fluoropyridin-4-yl)-7-methyl-4-oxo-1,4,6,7-tetrahydro-5H-pyrrolo[3,2-c]pyridine-5-carboxylate BrC1=NC=CC(=C1F)C1=CC=2C(N(CC(C2N1)C)C(=O)OC(C)(C)C)=O